phenanthrenone C1C=CC2=C(C1=O)C=CC3=CC=CC=C32